NC1=NC=CC(=C1)C1=CC=C2CN(C(C2=C1)=O)C(C(=O)NC(CC(=O)O)C(CF)=O)CC 3-(2-(6-(2-aminopyridin-4-yl)-1-oxoisoindolin-2-yl)butanamido)-5-fluoro-4-oxopentanoic acid